2-(1-methyl-1H-imidazol-2-yl)acetic acid hydrochloride Cl.CN1C(=NC=C1)CC(=O)O